3-(1-oxo-5-(4,5,6,7-tetrahydro-1H-indazol-3-yl)isoindolin-2-yl)piperidine-2,6-dione O=C1N(CC2=CC(=CC=C12)C1=NNC=2CCCCC12)C1C(NC(CC1)=O)=O